N-(2-methyl-4-(6-(1-methyl-1H-pyrazol-4-yl)pyrazolo[1,5-a]pyridin-4-yl)benzyl)-5-(1-methylcyclopropyl)-1,2,4-oxadiazole-3-carboxamide CC1=C(CNC(=O)C2=NOC(=N2)C2(CC2)C)C=CC(=C1)C=1C=2N(C=C(C1)C=1C=NN(C1)C)N=CC2